C(C)(C)(C)N(C(O)=O)C1=CC(=C(C=C1)CC)CN.ClC1=C(C=C(C(=C1)S(=O)(=O)N1CCN(CC1)C[C@H](C)NC=1C2=C(N=CN1)C(=CS2)C)F)NC(C)=O N-[2-chloro-5-fluoro-4-({4-[(2S)-2-({7-methylthieno[3,2-d]pyrimidin-4-yl}amino)propyl]piperazin-1-yl}sulfonyl)phenyl]acetamide tert-butyl-(3-(aminomethyl)-4-ethylphenyl)carbamate